ClCC(C[C@]1(NC[C@@H](C1)F)C(=O)OC)=C methyl (2R,4R)-2-(2-(chloromethyl)allyl)-4-fluoropyrrolidine-2-carboxylate